5-furan-2-yl-isoxazole O1C(=CC=C1)C1=CC=NO1